BrC=1C=NC=2CNCCC2C1 3-bromo-5,6,7,8-tetrahydro-1,7-naphthyridine